chlorinE 3-((4-(5-chloro-3-methyl-2-(((R)-morpholin-2-yl)methoxy)phenyl)pyrrolo[2,1-f][1,2,4]triazin-6-yl)methyl)-6,6-dimethyl-3-azabicyclo[3.1.0]hexane-2,4-dione hydrochloride Cl.ClC=1C=C(C(=C(C1)C1=NC=NN2C1=CC(=C2)CN2C(C1C(C1C2=O)(C)C)=O)OC[C@H]2CNCCO2)C.[Cl]